FC(CN1[C@H](C[C@@H](CC1)CC1=CC=2N(C=C1)N=CC2N2C(N(C(CC2)=O)CC2=C(C=C(C=C2)OC)OC)=O)C)(CO)F 1-(5-(((2S,4R)-1-(2,2-difluoro-3-hydroxypropyl)-2-methylpiperidin-4-yl)methyl)pyrazolo[1,5-a]pyridin-3-yl)-3-(2,4-dimethoxybenzyl)dihydropyrimidine-2,4(1H,3H)-dione